C(#N)C1=C(C=2C=3C=CC=C4C=CC=C(C5=CC=CC(=C1)C52)C43)C#N dicyano-perylene